CC(CCCCCCC=CCCC=CCCCC(=O)O)C 17-methyl-5,9-octadecadienoic acid